BrC1=CC(=C(COC2=CC=CC(=N2)C2CCN(CC2)C(=O)[O-])C=C1)OC(F)(F)F 4-(6-((4-bromo-2-(trifluoromethoxy)benzyl)oxy)pyridin-2-yl)piperidine-1-carboxylate